5-((5-(4-((1-(5-(difluoromethyl)-5H-pyrido[4,3-b]indol-7-yl)azetidin-3-yl)oxy)piperidin-1-yl)pentyl)oxy)-2-(2,6-dioxopiperidin-3-yl)isoindoline-1,3-dione FC(N1C2=C(C=3C=CC(=CC13)N1CC(C1)OC1CCN(CC1)CCCCCOC=1C=C3C(N(C(C3=CC1)=O)C1C(NC(CC1)=O)=O)=O)C=NC=C2)F